C(C)OC(=O)[C@@H]1CC[C@H](CC1)N trans-p-aminocyclohexyl-carboxylic acid ethyl ester